ClC1=C(C(=CC(=C1)C(F)(F)F)Cl)[N+]#[C-] 2,6-DICHLORO-4-(TRIFLUOROMETHYL)PHENYLISOCYANIDE